3-[5-[(1-benzylpyrrolidin-3-yl)-methyl-amino]-2-oxo-benzo[cd]indol-1-yl]piperidine-2,6-dione C(C1=CC=CC=C1)N1CC(CC1)N(C=1C=CC=2C(N(C3=CC=CC1C23)C2C(NC(CC2)=O)=O)=O)C